3,5-dihydroxybenzyl bromide OC=1C=C(CBr)C=C(C1)O